FC1(CC1)C(=O)N[C@H](C(=O)N1[C@@H](C[C@H](C1)O)C(=O)NCC1=C(OCC(=O)O)C=C(C=C1)C1=C(N=CS1)C)C(C)(C)C 2-(2-(((2S,4R)-1-((S)-2-(1-fluorocyclopropanecarboxamido)-3,3-dimethylbutanoyl)-4-hydroxypyrrolidine-2-carboxamido)methyl)-5-(4-methylthiazol-5-yl)phenoxy)acetic acid